3-(1-methyl-7-((1-(4-oxo-1,4-dihydropyrrolo[1,2-b]pyridazine-3-carbonyl)-piperidin-4-yl)oxy)-1H-indazol-3-yl)piperidine-2,6-dione CN1N=C(C2=CC=CC(=C12)OC1CCN(CC1)C(=O)C=1C(C=2N(NC1)C=CC2)=O)C2C(NC(CC2)=O)=O